BrC=1C=C(C=CC1F)N1N=C(C=2CCCC(C12)OC12CC(C1)(C2)C(=O)N)C(F)(F)F 3-[[1-(3-bromo-4-fluoro-phenyl)-3-(trifluoromethyl)-4,5,6,7-tetrahydroindazol-7-yl]oxy]bicyclo[1.1.1]pentane-1-carboxamide